FC=1C=C(OC2=CC=C(C=C2)NC(OCC=2C(=C3C(N(CC3=CC2)C2C(NC(CC2)=O)=O)=O)O[C@H]2COCC2)=O)C=CC1F [2-(2,6-dioxopiperidin-3-yl)-3-oxo-4-[(3R)-oxolan-3-yloxy]-2,3-dihydro-1H-isoindol-5-yl]methyl N-[4-(3,4-difluorophenoxy)phenyl]carbamate